C(#N)C1(CC1)C1=CC=CC(=N1)C1=CC(=C(C(=O)O)C=C1)C1CC1 4-(6-(1-cyanocyclopropyl)pyridin-2-yl)-2-cyclopropyl-benzoic acid